NC1=NC(=NC=C1)N1C[C@@H]([C@@H](CC1)OCCO)F 2-((3s,4r)-1-(4-aminopyrimidin-2-yl)-3-fluoropiperidin-4-yloxy)ethanol